1-(2-bromo-1-phenylvinyl)benzimidazole BrC=C(C1=CC=CC=C1)N1C=NC2=C1C=CC=C2